4-(2-methoxyphenyl)-6-methyl-N-[5-(pyrimidine-5-carbonyl)-4H,5H,6H-pyrrolo[3,4-d][1,3]thiazol-2-yl]pyridine-3-carboxamide COC1=C(C=CC=C1)C1=C(C=NC(=C1)C)C(=O)NC=1SC2=C(N1)CN(C2)C(=O)C=2C=NC=NC2